1-((1S,4S)-5-(4-(7-(1-((1R,4R)-4-hydroxycyclohexyl)-1H-pyrazol-4-yl)-6-methylimidazo[1,2-b]pyridazin-3-yl)quinolin-7-yl)-2,5-diazabicyclo[2.2.1]heptan-2-yl)ethan-1-one OC1CCC(CC1)N1N=CC(=C1)C1=CC=2N(N=C1C)C(=CN2)C2=CC=NC1=CC(=CC=C21)N2[C@@H]1CN([C@H](C2)C1)C(C)=O